3-(5-Fluoro-3-pyridyl)isoxazolidine FC=1C=C(C=NC1)C1NOCC1